1-tert-Butyl-3-(6-(3,5-dimethoxyphenyl)-2-(prop-2-ynylamino)-Pyrido[2,3-d]pyrimidin-7-yl)urea C(C)(C)(C)NC(=O)NC=1C(=CC2=C(N=C(N=C2)NCC#C)N1)C1=CC(=CC(=C1)OC)OC